[(pyrazin-2-yl)amino]-1H-pyrazole-4-carboxamide N1=C(C=NC=C1)NN1N=CC(=C1)C(=O)N